FC1(C[C@]12CN1C(OC2)=C(C(=N1)C1=CC=C(C=C1)F)C1=C2C(=NC=C1)NN=C2)F (R)-2,2-Difluoro-2'-(4-fluorophenyl)-3'-(1H-pyrazolo[3,4-b]pyridin-4-yl)-5'H,7'H-spiro[cyclopropane-1,6'-pyrazolo[5,1-b][1,3]oxazine]